C(C)(C)(C)OC(=O)N1[C@@H](CC(=CC1)OS(=O)(=O)C(F)(F)F)C (R)-2-methyl-4-(((trifluoromethyl)sulfonyl)oxy)-3,6-dihydropyridine-1(2H)-carboxylic acid tert-butyl ester